7-methoxy-5,6,7,8-tetrahydroindolizine-2-carboxylic acid COC1CCN2C=C(C=C2C1)C(=O)O